O=C1CN=C2N1CC(C2C(=O)OCC)C2=CC(=CC=C2)C(F)(F)F ethyl 2,3,6,7-tetrahydro-3-oxo-6-[3-(trifluoromethyl) phenyl]-5H-pyrrolo[1,2-a]imidazole-7-carboxylate